COC(COC1=CC(=C(C=C1[N+](=O)[O-])[N+](=O)[O-])F)=O 3-fluoro-4,6-dinitrophenoxyacetic acid methyl ester